(6-(pyrimidin-2-ylmethylene)spiro[3.3]hept-2-yl)carbamic acid tert-butyl ester C(C)(C)(C)OC(NC1CC2(C1)CC(C2)=CC2=NC=CC=N2)=O